COC(C(C(CC1=CC=CC=C1)NC(=O)C=1C(=NN(C1)C)C1=CC(=CC=C1)F)=O)=O Methyl-3-(3-(3-fluorophenyl)-1-methyl-1H-pyrazole-4-carboxamido)-2-oxo-4-phenylbutanoate